1-[N-(1-Benzyl-2-methylquinolinium-4-yl)amino]-12-(N'-(2-methylquinolinium-4-yl)amino)dodecane Bis(trifluoroacetate) FC(C(=O)[O-])(F)F.FC(C(=O)[O-])(F)F.C(C1=CC=CC=C1)[N+]1=C(C=C(C2=CC=CC=C12)NCCCCCCCCCCCCNC1=CC(=[NH+]C2=CC=CC=C12)C)C